tert-butyl 7-((6-((dimethylamino)methyl)-5-((1R,3S)-3-hydroxycyclopentyl)pyridin-2-yl)amino)-4-(7-fluoroimidazo[1,2-a]pyridin-3-yl)-1-oxoisoindoline-2-carboxylate CN(C)CC1=C(C=CC(=N1)NC=1C=CC(=C2CN(C(C12)=O)C(=O)OC(C)(C)C)C1=CN=C2N1C=CC(=C2)F)[C@H]2C[C@H](CC2)O